4-(4-((1R,2S,4S)-2-Amino-4-(hydroxymethyl)cyclopentyl)phenyl)-7-(4-(trifluoromethyl)phenyl)-2-naphthoic acid N[C@@H]1[C@H](C[C@@H](C1)CO)C1=CC=C(C=C1)C1=CC(=CC2=CC(=CC=C12)C1=CC=C(C=C1)C(F)(F)F)C(=O)O